4-[4-(difluoromethyl)-1-(5-fluoropyrimidin-2-yl)piperidine-4-carbonyl]-3,5-dihydro-2H-pyrido[3,4-f][1,4]oxazepine-9-carbonitrile FC(C1(CCN(CC1)C1=NC=C(C=N1)F)C(=O)N1CCOC2=C(C1)C=NC=C2C#N)F